(R)-8-(3-fluorobenzyl)-7-ethyl-2-[2-methoxy-4-(2-(4-methylpiperazin-1-yl)-2-oxoethylsulphonyl)phenylamino]-5-methyl-7,8-dihydropterin FC=1C=C(CN2C(CN(C=3C(N[C@](NC23)(N)NC2=C(C=C(C=C2)S(=O)(=O)CC(=O)N2CCN(CC2)C)OC)=O)C)CC)C=CC1